P(=O)(OCCCCCCCCCC)(OCCCCCCCC)[O-] Decyl octyl phosphate